phenanthryl-phosphine C1(=CC=CC=2C3=CC=CC=C3C=CC12)P